ClC1=NC=C(C(=O)O)C(=C1)NC1=CC=CC=C1 6-chloro-4-(phenylamino)nicotinic acid